ClC=1C=C(CC=2C=CC(=NC2)C=2C(=NN(C(C2)=O)C)C(=O)N)C=C(C1)F (5-(3-chloro-5-fluorobenzyl)pyridin-2-yl)-1-methyl-6-oxo-1,6-dihydropyridazine-3-carboxamide